(5s,7s)-2-cyclopropylsulfonyl-7-fluoro-5-(4-fluorophenyl)-6,7-dihydro-5H-pyrrolo[1,2-b][1,2,4]triazole C1(CC1)S(=O)(=O)C=1N=C2N(N1)[C@@H](C[C@@H]2F)C2=CC=C(C=C2)F